4-[(5-bromobenzothien-2-yl)methyl]-1H-1,2,4-triazol-5-one BrC=1C=CC2=C(C=C(S2)CN2C=NNC2=O)C1